C(C)OC1=C(C=C(C=C1)C1=CC(=CC=C1)C=1CB(OC1)O)OC 4-(4'-ethoxy-3'-methoxy-[1,1'-biphenyl]-3-yl)-1,2-oxaborol-2-ol